ClC1=C(C=CC=C1)NC(C1=C(C=C(C(=C1)F)C=1N=C(N(C1)C)C(C)(C)O)O[C@H](C(F)(F)F)C)=O (S)-N-(2-Chlorophenyl)-5-fluoro-4-(2-(2-hydroxypropan-2-yl)-1-methyl-1H-imidazol-4-yl)-2-((1,1,1-trifluoropropan-2-yl)oxy)benzamide